OC=1C=C(C(=O)O[Zn]OC(C2=CC(=C(C(=C2)O)O)O)=O)C=C(C1O)O bis((3,4,5-trihydroxybenzoyl)oxy)zinc